C(C1=CC=CC=C1)OC(CC(C1=CC=CC=C1)O)C(CCCCCCCCCCCCC)OCC1=CC=CC=C1 2,3-dibenzyloxyhexadecyl-benzyl alcohol